4-Bromobenzo[cd]indol-2(1H)-one BrC=1C=C2C3=C(C(NC3=CC=C2)=O)C1